C(CC)OC(C(=O)[O-])(C(=O)C(CC)CC)OCCC.[Ti+4].C(CC)OC(C(=O)[O-])(C(=O)C(CC)CC)OCCC.C(CC)OC(C(=O)[O-])(C(=O)C(CC)CC)OCCC.C(CC)OC(C(=O)[O-])(C(=O)C(CC)CC)OCCC titanium dipropoxybisethylacetoacetate